5-(2-aminophenyl)-2-(((2-(dimethylamino)ethyl)amino)methylene)cyclohexane-1,3-dione NC1=C(C=CC=C1)C1CC(C(C(C1)=O)=CNCCN(C)C)=O